FC1(CC2(C1)CCN(CC2)CCCCCCCNC2=C1C(N(C(=NC1=CC=C2)C(F)(F)F)C2C(NC(CC2)=O)=O)=O)F 3-(5-((7-(2,2-difluoro-7-azaspiro[3.5]nonan-7-yl)heptyl)amino)-4-oxo-2-(trifluoromethyl)quinazoline-3(4H)-yl)piperidine-2,6-dione